CC1=CC=2N=C(N=C(C2S1)NC=1N=CN(C1)C1=CC(=C(C(=C1)OC)OC)OC)C(=C)C 6-methyl-2-(prop-1-en-2-yl)-N-(1-(3,4,5-trimethoxyphenyl)-1H-imidazol-4-yl)thieno[3,2-d]pyrimidin-4-amine